N-(6-((4-(aminomethyl)-1H-pyrazol-1-yl)methyl)-4-methoxybenzo[d]isoxazol-3-yl)-2-(benzyloxy)benzenesulfonamide hydrochloride Cl.NCC=1C=NN(C1)CC1=CC2=C(C(=NO2)NS(=O)(=O)C2=C(C=CC=C2)OCC2=CC=CC=C2)C(=C1)OC